(3-(2-cyclopropyl-4-iodo-1H-imidazol-1-yl)bicyclo[1.1.1]pentan-1-yl)carbamic acid tert-butyl ester C(C)(C)(C)OC(NC12CC(C1)(C2)N2C(=NC(=C2)I)C2CC2)=O